2-amino-3-(1H-imidazol-1-yl)propionic acid methyl ester hydrochloride Cl.COC(C(CN1C=NC=C1)N)=O